isocyanatomethyl-Cyclohexan N(=C=O)CC1CCCCC1